1,9-dimethyl-6-nitro-9H-pyrido[3,4-b]indole-3-formaldehyde CC1=NC(=CC2=C1N(C1=CC=C(C=C21)[N+](=O)[O-])C)C=O